Cl.N[C@@H]1CN(CCC1)C1=C(C=NC(=C1)NC1=NC(=NC=C1)C1=C(C=CC=C1OC)F)C=1C=NC(=CC1)N1CCCCC1 (S)-4-(3-aminopiperidin-1-yl)-N-(2-(2-fluoro-6-methoxyphenyl)pyrimidin-4-yl)-6'-(piperidin-1-yl)-[3,3'-bipyridin]-6-amine hydrochloride